8-((1-(10H-phenothiazin-2-yl)ethyl)sulfonyl)-8-azabicyclo[3.2.1]-3-octanol C1=C(C=CC=2SC3=CC=CC=C3NC12)C(C)S(=O)(=O)N1C2CC(CC1CC2)O